methyl 5-bromo-6-methoxypyrazine-2-carboxylate BrC=1N=CC(=NC1OC)C(=O)OC